((2-aminoethyl)(2-picolyl)amine) platinum (II) chloride [Pt](Cl)Cl.NCCNCC1=NC=CC=C1